(2R,3R)-3,4-Dihydro-2-(4-methoxy-phenyl)-2H-1-benzopyran-3,5,7-triol COC1=CC=C(C=C1)[C@H]1OC=2C(C[C@H]1O)=C(C=C(C2)O)O